FC=1C=C(OC2=NC(=NC(=C2)C(F)(F)F)N2CC(CC2)O)C=CC1 1-[4-(3-fluorophenoxy)-6-(trifluoromethyl)pyrimidin-2-yl]pyrrolidin-3-ol